methyl 6-((((2-chlorobenzyl)oxy)carbonyl)amino)chromane-2-carboxylate ClC1=C(COC(=O)NC=2C=C3CCC(OC3=CC2)C(=O)OC)C=CC=C1